S1SC(CCC1)C(=O)C(OP(OC[C@@H](CO)O)(=O)O)CN 1,2-dithianoyl-sn-glycero-3-phosphoethanolamine